tert-butyl 4-{[2-(2-methoxyethyl)thieno[3,2-b]imidazo[4,5-d]pyridin-1-yl] methyl}hexahydropyridine-1-carboxylate COCCC1=NC=2C(=C3C(=NC2)C=CS3)N1CC1CCN(CC1)C(=O)OC(C)(C)C